FC(OC1=C(C=C2NC(C(=NC2=C1)C)=O)CN1CCN(CC1)C1=C(C(=O)NC)C=CC(=N1)F)F (4-((7-(difluoromethoxy)-2-methyl-3-oxo-3,4-dihydroquinoxalin-6-yl)methyl)piperazin-1-yl)-6-fluoro-N-methylnicotinamide